tricosan-12-one CCCCCCCCCCCC(CCCCCCCCCCC)=O